(2S,3S)-2,3-Difluoro-N-(2-(piperidin-1-yl)-4-((4-(trifluoromethyl)benzyl)amino)phenyl)octanamid F[C@@H](C(=O)NC1=C(C=C(C=C1)NCC1=CC=C(C=C1)C(F)(F)F)N1CCCCC1)[C@H](CCCCC)F